N(=[N+]=[N-])\C(\C(=O)OCC)=C/C=1C=NC(=CC1)OC1CC1 ethyl (Z)-2-azido-3-[6-(cyclopropoxy)-3-pyridyl]prop-2-enoate